ClC=1C=C(C(=O)NC23CC(C2)(C3)[C@@H](C(=O)NC=3C=NC(=C(C3)Cl)Cl)C)C=CC1Cl (S)-3,4-dichloro-N-(3-(1-((5,6-dichloropyridin-3-yl)amino)-1-oxopropan-2-yl)bicyclo[1.1.1]pentan-1-yl)benzamide